C(CO)COCCCO 1,3-dipropylene glycol